trifluoromethoxy(phenyl)benzo[d]thiazole-7-carbonitrile FC(OC1=CC=C(C2=C1N=C(S2)C2=CC=CC=C2)C#N)(F)F